1-[(Benzyloxy)-carbonyl]piperidine-3-carboxylic acid C(C1=CC=CC=C1)OC(=O)N1CC(CCC1)C(=O)O